FC1(C(C1)C=1C=C2C(=CC1)C(N(CC21CC1)CC(=O)OC)=O)F methyl 2-(6-(2,2-difluorocyclopropyl)-1-oxo-spiro[3H-isoquinoline-4,1'-cyclopropane]-2-yl)acetate